ethyl (6R)-6-[4-[5-fluoro-2-(6-fluoro-3-pyridyl)-3-pyridyl]piperazin-1-yl]-2-azaspiro[3.4]octane-2-carboxylate FC=1C=C(C(=NC1)C=1C=NC(=CC1)F)N1CCN(CC1)[C@H]1CC2(CN(C2)C(=O)OCC)CC1